2-(2-((3s,4r)-3,4-difluoropyrrolidin-1-yl)-4-phenylpyridin-3-yl)-3,4,6,7-tetrahydropyrano[3,4-d]imidazole F[C@H]1CN(C[C@H]1F)C1=NC=CC(=C1C1=NC2=C(N1)COCC2)C2=CC=CC=C2